ethyl 2-methyl-5-((3-methylbut-2-en-1-yl)oxy)benzofuran-3-carboxylate CC=1OC2=C(C1C(=O)OCC)C=C(C=C2)OCC=C(C)C